CS(=O)(=O)N1C=C(C=C1)C(=O)N[C@@H](CCOCCCC(=O)O)C(NC=1SC=C(N1)C1=CC=CC=C1)=O 4-[(3S)-3-[(1-methanesulfonylpyrrol-3-yl)formamido]-3-[(4-phenyl-1,3-thiazol-2-yl)carbamoyl]propoxy]butanoic acid